OC(CN1N=CC2=C(C(=CC=C12)C1=C2C=C(N=CC2=CC=N1)NC1=CC=C(C=C1)NS(=O)(=O)C1=CC(=CC=C1)N1CCNCC1)C)(C)C N-(4-((5-(1-(2-hydroxy-2-methylpropyl)-4-methyl-1H-indazol-5-yl)-2,6-naphthyridin-3-yl)amino)phenyl)-3-(piperazin-1-yl)benzenesulfonamide